triethylene glycol bis[3-(3-tert-butyl-4-hydroxy-5-tolyl) propionate] C(C)(C)(C)C=1C=C(C=C(C1O)CCC(=O)OCCOCCOCCOC(CCC=1C(=C(C=C(C1)C)C(C)(C)C)O)=O)C